disodium N-stearoylglutamate C(CCCCCCCCCCCCCCCCC)(=O)N[C@@H](CCC(=O)[O-])C(=O)[O-].[Na+].[Na+]